Benzyl (1R,3S)-1-{[(benzyloxy)carbonyl]amino}-3-fluoro-8-azaspiro[4.5]decane-8-carboxylate C(C1=CC=CC=C1)OC(=O)N[C@@H]1C[C@H](CC12CCN(CC2)C(=O)OCC2=CC=CC=C2)F